OCCC[C@@H]([C@@H]([C@H](CC)C)NC([C@@H](C)NC(OCC1C2=CC=CC=C2C=2C=CC=CC12)=O)=O)C (9H-fluoren-9-yl)methyl ((R)-1-(((3S,4R,5S)-8-hydroxy-3,5-dimethyloctan-4-yl)amino)-1-oxopropan-2-yl)carbamate